4-[(2S)-4-cyclopropyl-4-hydroxyl-1-[(5-methoxy-7-Methyl-1H-indol-4-yl)methyl]piperidin-2-yl]benzoic acid C1(CC1)C1(C[C@H](N(CC1)CC1=C2C=CNC2=C(C=C1OC)C)C1=CC=C(C(=O)O)C=C1)O